FC1=NC=C(C(=C1)C(C)O)F 1-(2,5-difluoropyridin-4-yl)ethan-1-ol